1-((2-aminothiazol-5-yl)methyl)-N-(4-isopropylphenyl)piperidine-4-carboxamide NC=1SC(=CN1)CN1CCC(CC1)C(=O)NC1=CC=C(C=C1)C(C)C